C1(=CC=CC=C1)C1=NC(=NC(=C1)N1CCCC1)NCCCC1=CC=CC=C1 4-Phenyl-N-(3-phenylpropyl)-6-(pyrrolidin-1-yl)pyrimidin-2-amine